CN([C@@H]1CN(CC1)CCONC(=O)C1=CC=C(C=C1)N\C(=C\1/C(NC2=CC(=CC=C12)C(=O)OC)=O)\C1=CC=CC=C1)C (S,Z)-Methyl 3-(((4-((2-(3-(dimethylamino)pyrrolidin-1-yl)ethoxy)carbamoyl)phenyl)amino)(phenyl)methylene)-2-oxoindoline-6-carboxylate